C(C)O[C@H](C(F)(F)F)C1=C(C=C(C=C1)[C@H](CC(=O)O)COC)NC1=NC=C(C=N1)F (S)-3-(4-((S)-1-ethoxy-2,2,2-trifluoroethyl)-3-((5-fluoropyrimidin-2-yl)amino)phenyl)-4-methoxybutanoic acid